(4R,12aS)-7-hydroxy-N-[(2,4-difluoropyridin-3-yl)methyl]-4-methyl-6,8-dioxo-3,4,6,8,12,12a-hexahydro-2H-pyrido[1',2':4,5]pyrazino[2,1-b][1,3]oxazine-9-carboxamide OC=1C(C(=CN2C[C@@H]3OCC[C@H](N3C(C21)=O)C)C(=O)NCC=2C(=NC=CC2F)F)=O